3-benzyloxy-2-(tert-butoxycarbonylamino)propionic acid C(C1=CC=CC=C1)OCC(C(=O)O)NC(=O)OC(C)(C)C